COC1=CC=C(C=C1)NC(=O)N1[C@@H](CCC1)C=1SC(=CN1)C1=CC=CC=C1 (S)-N-(4-methoxyphenyl)-2-(5-phenylthiazol-2-yl)pyrrolidine-1-carboxamide